6-(cyclopropanecarboxamido)-4-((3-fluoro-6-methyl-5,6-dihydrobenzo[h][1,6]naphthyridin-7-yl-5,5-d2)amino)-N-(methyl-d3)nicotinamide C1(CC1)C(=O)NC1=NC=C(C(=O)NC([2H])([2H])[2H])C(=C1)NC1=CC=CC2=C1N(C(C=1C=C(C=NC21)F)([2H])[2H])C